3-((2,6-Dimethylbenzyl)amino)-4-cyanobenzoic acid CC1=C(CNC=2C=C(C(=O)O)C=CC2C#N)C(=CC=C1)C